C(C)(=O)OC1(CNC1C1CNC1)C 4-(azetidin-3-yl)-3-methylazetidin-3-yl acetate